NC1=C2C(=NC=N1)N(N=C2C2=CC=C(C=C2)OC2=CC=CC=C2)C2CCN(CC2)C2CN(C2)C(=O)OC(C)(C)C Tert-butyl 3-[4-[4-amino-3-(4-phenoxyphenyl)pyrazolo[3,4-d]pyrimidin-1-yl]-1-piperidyl]azetidine-1-carboxylate